ClC1=NC(=CC(=C1)C1(CC2(COC2)C1)C1=NN=CN1C)Cl 2,6-dichloro-4-(6-(4-methyl-4H-1,2,4-triazol-3-yl)-2-oxaspiro[3.3]heptane-6-yl)pyridine